2-(3-{3-[(oxetan-4-yl)amino]pyrrolidin-1-yl}-1,2,4-triazin-6-yl)-5-(1H-pyrazol-4-yl)phenol O1CCC1NC1CN(CC1)C=1N=NC(=CN1)C1=C(C=C(C=C1)C=1C=NNC1)O